5-bromo-N-(3-fluoro-4-((6-methoxy-7-(2-methoxyethoxy)-1,5-naphthyridin-4-yl)oxy)phenyl)-1,2,6-trimethyl-4-oxo-1,4-dihydropyridine-3-carboxamide BrC=1C(C(=C(N(C1C)C)C)C(=O)NC1=CC(=C(C=C1)OC1=CC=NC2=CC(=C(N=C12)OC)OCCOC)F)=O